C1(=C2C=3C=CC=CC3C3=C(C2=CC=C1)C=CC=C3)C3=C(C1=C(C=CC=2C=C4C=CC=CC4=CC12)C=C3)C3=C1C(=C(C(=C(C1=C(C=1C(=C(C(=C(C31)[2H])[2H])[2H])[2H])[2H])[2H])[2H])[2H])C3=C(C=CC=C3)C3=CC=CC=C3 benzophenanthrenyl-benzoanthracenyl-(biphenylyl)anthracene-d8